difluoro-4,4'-bipyridine FC=1C(=NC=CC1C1=CC=NC=C1)F